dicyclopropyl-(3-methoxy-4-(prop-2-yn-1-ylamino)phenyl)phosphine oxide C1(CC1)P(C1=CC(=C(C=C1)NCC#C)OC)(C1CC1)=O